5-(3,4-dimethyl-1H-pyrazol-5-yl)-1,3,4-oxadiazol CC1=NNC(=C1C)C1=NN=CO1